C(C)(C)C1=C(NC2=CC=C(C=C12)C1CCN(CC1)C(C)C)C=1C=C(C=2N(C1)C=NN2)OC 6-(3-isopropyl-5-(1-isopropylpiperidin-4-yl)-1H-indol-2-yl)-8-methoxy-[1,2,4]triazolo[4,3-a]pyridine